gamma-aminopropyl-dimethyl-methoxysilane NCCC[Si](OC)(C)C